C(C)OC1=CC=C(C=C1)C1C(OC2=C1C=CC=C2)=O 3-(4-ethoxyphenyl)benzofuran-2-one